butyl 2-bromoethylcarbamate BrCCNC(OCCCC)=O